silicon compound with ethanol C(C)O.[Si]